BrC1=C(C(=C(C=C1)Cl)S(=O)(=O)C)F 1-bromo-4-chloro-2-fluoro-3-(methylsulfonyl)benzene